C(C)OC1=C(C=CC(=C1)Cl)C1=CC(NC=2C=C3C(=CC12)OCO3)=O 8-(2-ethoxy-4-chlorophenyl)-[1,3]dioxolo[4,5-g]quinolin-6(5H)-one